3-oxabicyclo[3.2.1]octan-8-ylpyrido[3,4-d]pyridazin-4-amine C12COCC(CC1)C2C2=C1C(=C(N=N2)N)C=NC=C1